4,6-dichloro-2-(methylsulfanyl)pyrimidine ClC1=NC(=NC(=C1)Cl)SC